(4S)-3-benzyloxycarbonyl-1-methyl-2-oxoimidazoline-4-carboxylic acid tert-butyl ester C(C)(C)(C)OC(=O)[C@H]1N(C(N(C1)C)=O)C(=O)OCC1=CC=CC=C1